C(C1=CC=CC=C1)OC=1C=C(C=NC1SC1=C(C(=CC=C1)Cl)Cl)N1CCC2(CCC[C@H]2N[S@](=O)C(C)(C)C)CC1 (R)-N-((R)-8-(5-(benzyloxy)-6-((2,3-dichlorophenyl)thio)pyridin-3-yl)-8-azaspiro[4.5]decan-1-yl)-2-methylpropane-2-sulfinamide